3-(((3'-chloro-6',7'-dihydrospiro[cyclohexane-1,5'-cyclopenta[d]pyrazolo[1,5-a]pyrimidine]-8'-yl)amino)methyl)benzonitrile ClC=1C=NN2C1N=C1C(=C2NCC=2C=C(C#N)C=CC2)CCC12CCCCC2